4-[4-[2-[(1R,2S,6R,7S)-3,5-dioxo-4-azatricyclo[5.2.1.02,6]dec-8-en-4-yl]-1,3-benzothiazol-6-yl]phenyl]piperazine-1-carboxylic acid tert-butyl ester C(C)(C)(C)OC(=O)N1CCN(CC1)C1=CC=C(C=C1)C1=CC2=C(N=C(S2)N2C([C@H]3[C@H]4C=C[C@@H]([C@H]3C2=O)C4)=O)C=C1